OCC1N(CCN(C1)C)CCC(=O)N 3-[2-(hydroxymethyl)-4-methylpiperazin-1-yl]Propionamide